OC1=C(C=C(C=C1C(C)C)C1=CC(=C(C(=C1)C(C)C)O)C(C)C)C(C)C 4,4'-Dihydroxy-3,3',5,5'-tetraisopropylbiphenyl